2-(2-((2-(5-(4-fluorophenyl)-1H-benzo[d]imidazol-2-yl)ethyl)amino)ethyl)-N-(pyridin-2-ylmethyl)oxazole-4-carboxamide FC1=CC=C(C=C1)C1=CC2=C(NC(=N2)CCNCCC=2OC=C(N2)C(=O)NCC2=NC=CC=C2)C=C1